Fluoro-5-(1-((5-methyl-1,3,4-oxadiazol-2-yl)methyl)-1H-pyrazolo[4,3-b]pyridin-6-yl)benzoic acid FC1=C(C(=O)O)C=C(C=C1)C=1C=C2C(=NC1)C=NN2CC=2OC(=NN2)C